11-oxo-N-(thiazol-5-ylmethyl)-10,11-dihydro-5H-dibenzo[b,e][1,4]diazepine-8-carboxamide O=C1C2=C(NC3=C(N1)C=C(C=C3)C(=O)NCC3=CN=CS3)C=CC=C2